BrC1=CC=C(C=C1)\N=C(/N)\SCC1=C(C=C(C=C1)F)CSC(N)=NC1=CC=C(C=C1)Br (4-fluoro-1,2-phenylene)bis(methylene) (E,E)-bis(N'-(4-bromophenyl)carbamimidothioate)